7-methoxy-6-[3-(methoxymethyl)-1,2,4-oxadiazol-5-yl]quinolin COC1=C(C=C2C=CC=NC2=C1)C1=NC(=NO1)COC